N1=C(C=CC=C1)C=1C=NC(=CC1)NC(C1=CC=C(C=C1)F)=O N-([2,3'-bipyridin]-6'-yl)-4-fluorobenzamide